C(CCCCCCCCCCC)OC1=C(CN2CCCCC2)C=C(C=C1OC)CC 1-(2-Dodecyl-oxy-5-ethyl-3-methoxybenzyl)piperidin